CN(C=1C=C2C(=CC=NC2=CC1)NC=1C=CC(=NC1)C(=O)NC1=CC=C(C=C1)NC1=CC(=NC=C1)C)C 5-(6-(dimethylamino)quinolin-4-ylamino)-N-(4-(2-methylpyridin-4-ylamino)phenyl)picolinamide